FC=1C=C(C(=O)N)C=C(C1O)C=O 3-fluoro-5-formyl-4-hydroxybenzoamide